COC1=CC=C(C=C1)C(OC[C@@H](CN1C=2N=C(NC(C2N=C1)=O)NC(C(C)C)=O)O)(C1=CC=CC=C1)C1=CC=C(C=C1)OC (R)-N-(9-(3-(bis(4-methoxyphenyl)(phenyl)methoxy)-2-hydroxypropyl)-6-oxo-6,9-dihydro-1H-purin-2-yl)isobutyramide